n-butyl-4,4-bis-(t-butyl peroxy)pentanoate C(CCC)OC(CCC(C)(OOC(C)(C)C)OOC(C)(C)C)=O